Br[SiH3] bromo-silane